Benzyl (S)-2-(cyanomethyl)-4-(8-fluoro-2-(((S)-1-methylpyrrolidin-2-yl)methoxy)-7-(8-((triisopropylsilyl)ethynyl)naphthalen-1-yl)pyrido[4,3-d]pyrimidin-4-yl)piperazine-1-carboxylate C(#N)C[C@@H]1N(CCN(C1)C=1C2=C(N=C(N1)OC[C@H]1N(CCC1)C)C(=C(N=C2)C2=CC=CC1=CC=CC(=C21)C#C[Si](C(C)C)(C(C)C)C(C)C)F)C(=O)OCC2=CC=CC=C2